O=C1[C@@H]2CCC[C@H](CC1C(=O)OCC)N2C(=O)OC(C)(C)C 9-(tert-butyl) 3-ethyl (1S,5R)-2-oxo-9-azabicyclo[3.3.1]nonane-3,9-dicarboxylate